(2-benzyloxy-4-bromo-phenyl)-(1-tetrahydropyran-2-ylpyrazol-3-yl)methanone C(C1=CC=CC=C1)OC1=C(C=CC(=C1)Br)C(=O)C1=NN(C=C1)C1OCCCC1